chloro-6-methyl-2-(prop-2-en-1-yl)phenol ClC=1C(=C(C(=CC1)C)O)CC=C